C1(CC1)CN1C(C2=CC(=CC=C2C1)C1=NC(=NC=C1)NC1=CC=NN1C)=O 2-(cyclopropylmethyl)-6-{2-[(1-methyl-1H-pyrazol-5-yl)amino]pyrimidin-4-yl}-2,3-dihydro-1H-isoindol-1-one